3,5-difluorobenzyl 4-{3-(cyanomethyl)-3-[4-(7H-pyrrolo[2,3-d]pyrimidin-4-yl)-1H-pyrazol-1-yl]azetidin-1-yl}piperidine-1-carboxylate C(#N)CC1(CN(C1)C1CCN(CC1)C(=O)OCC1=CC(=CC(=C1)F)F)N1N=CC(=C1)C=1C2=C(N=CN1)NC=C2